CC1=C(C=CC(=C1)CO\N=C(/C)\C1=CC(=C(C=C1)CO)CC)C1=CC=CC=C1 (E)-1-(3-ethyl-4-(hydroxymethyl)phenyl)ethane-1-one O-((2-methyl-[1,1'-biphenyl]-4-yl)methyl)oxime